2-(5-((2-hydroxycyclohexyl)amino)-1-methyl-1H-imidazo[4,5-b]pyridin-2-yl)-3-methyl-5-(trifluoromethyl)phenol OC1C(CCCC1)NC1=CC=C2C(=N1)N=C(N2C)C2=C(C=C(C=C2C)C(F)(F)F)O